C1(CC1)C(=O)NC1=NC=C(C(=O)O)C(=C1)NC1=CSC=2C=NN(C(C21)=O)C(C(F)(F)F)C 6-(Cyclopropanecarboxamido)-4-((4-oxo-5-(1,1,1-trifluoropropan-2-yl)-4,5-dihydrothieno[2,3-d]pyridazin-3-yl)amino)nicotinic acid